6-γ,γ-dimethylallylaminopurine CC(=CCNC1=C2NC=NC2=NC=N1)C